NC1=NC=NC=2C3=C(CC(C12)(C)C)C(=C(C=C3)O[C@@H]3CC[C@H](CC3)N)N(CC(C#N)(C)C)C 3-[[4-amino-8-(trans-4-aminocyclohexyloxy)-5,5-dimethyl-6H-benzo[H]quinazolin-7-yl]-methyl-amino]-2,2-dimethyl-propionitrile